(2-benzyloxy-4,6-dihydroxy-3-methyl-phenyl)-(4-bromoisoindolin-2-yl)methanone C(C1=CC=CC=C1)OC1=C(C(=CC(=C1C)O)O)C(=O)N1CC2=CC=CC(=C2C1)Br